(Z)-4,6-dimethoxy-7-(1-methylpiperidin-4-yl)-2-((Z)-3-(o-tolyl)allylidene)benzofuran-3(2H)-one COC1=CC(=C(C2=C1C(/C(/O2)=C/C=C\C2=C(C=CC=C2)C)=O)C2CCN(CC2)C)OC